4-(2,6-dimethoxyphenyl)-2-(morpholin-4-yl)-8-(1H-pyrazol-5-yl)-1,7-naphthyridine COC1=C(C(=CC=C1)OC)C1=CC(=NC2=C(N=CC=C12)C1=CC=NN1)N1CCOCC1